1-N-propyl-5-methylene-2-pyrrolidone C(CC)N1C(CCC1=C)=O